ONC(=O)C1=CC2=C(OCC(N2CC2=CC(=CC=C2)C)=O)C=C1 N-hydroxy-4-(3-methylbenzyl)-3-oxo-3,4-dihydro-2H-benzo[b][1,4]oxazine-6-carboxamide